(4-methylcyclohexyl)sec-butyl fumarate C(\C=C\C(=O)[O-])(=O)OC(C)(CC)C1CCC(CC1)C